1,1,1,5,5,5-hexafluoro-2,4-pentanedione FC(C(CC(C(F)(F)F)=O)=O)(F)F